(2R,3R,4R,5S)-4-[[3-[3-(difluoromethyl)-4-fluoro-2-methoxy-phenyl]-4,5-dimethyl-5-(trifluoromethyl)tetrahydrofuran-2-carbonyl]amino]pyridine-2-carboxamide FC(C=1C(=C(C=CC1F)[C@@H]1[C@@H](O[C@@]([C@@H]1C)(C(F)(F)F)C)C(=O)NC1=CC(=NC=C1)C(=O)N)OC)F